N,N'-1,3-Phenylenbis[1,3-dihydro-1,3-dioxo-5-isobenzofurancarboxamid] C1(=CC(=CC=C1)NC(=O)C=1C=C2C(OC(C2=CC1)=O)=O)NC(=O)C=1C=C2C(OC(C2=CC1)=O)=O